CCNCCCNCC 3,7-diazanonan